[F-].C(C)(C)(C)P.C(C)(C)(C)P bis(tert-butyl-phosphine) fluoride